diisopropyl bis(ethylacetate) C(C)CC(=O)OC(C)C.C(C)CC(=O)OC(C)C